5a,6,7,8,9,10-hexahydro-5H-4-oxa-3,10a,11,13,14-pentaaza-6,9-methanonaphtho[1,8-ab]heptalene C1=C2N=CN=C3C2=C(OCC2C4CCC(CN32)N4)N=C1